N-[5-(2-acetamido-6-methyl-4-pyridyl)-4-(3-cyanophenyl)thiazol-2-yl]-2-oxa-6-azaspiro[3.3]heptane C(C)(=O)NC1=NC(=CC(=C1)C1=C(N=C(S1)N1CC2(COC2)C1)C1=CC(=CC=C1)C#N)C